C1(CCCCC1)[C@H]1C[C@H](N(C1)C(CNC(C1=CC=C(C=C1)OC1=CC=CC=C1)=O)=O)C(=O)N (2S,4R)-4-cyclohexyl-1-((4-phenoxybenzoyl)glycyl)pyrrolidine-2-carboxamide